FC=1C=C2C(=NNC2=CC1)CCN(C(C)C)C N-(2-(5-fluoro-1H-indazol-3-yl)ethyl)-N-methylpropan-2-amine